5-chloro-6-fluoro-3-isocyanato-1H-indole ClC=1C=C2C(=CNC2=CC1F)N=C=O